1'-(1,2-ethanediyl) bis(3-mercaptopropanoate) SCCC(=O)OCCOC(CCS)=O